benzyl (2S)-2-(benzyloxycarbonylamino)-5-[2-[2-[2-[2-[2-[2-[2-(2-methoxyethoxy)ethoxy]ethoxy]ethoxy]ethoxy]ethoxy]ethoxy]ethyl amino]-5-oxo-pentanoate C(C1=CC=CC=C1)OC(=O)N[C@H](C(=O)OCC1=CC=CC=C1)CCC(=O)NCCOCCOCCOCCOCCOCCOCCOCCOC